2,3,5-trifluoro-4-hydroxy-N-({4-[5-(6-methylpyridazin-3-yl)-1,2,4-oxadiazol-3-yl]bicyclo[2.2.2]octan-1-yl}methyl)benzamide, ammonium salt [NH4+].FC1=C(C(=O)NCC23CCC(CC2)(CC3)C3=NOC(=N3)C=3N=NC(=CC3)C)C=C(C(=C1F)O)F